(2r,3s,5s)-5-(difluoromethyl)-3-((fluoromethyl)sulphonamido)-2-((((1s,3s,6r)-6-(5-fluoropyrimidin-2-yl)bicyclo[4.1.0]hept-3-yl)oxy)methyl)pyrrolidine-1-carboxylic acid methyl ester COC(=O)N1[C@H]([C@H](C[C@H]1C(F)F)NS(=O)(=O)CF)CO[C@@H]1C[C@@H]2C[C@@]2(CC1)C1=NC=C(C=N1)F